The molecule is an amidobenzoate that is the conjugate base of 4-acetamidosalicylic acid, arising from deprotonation of the carboxy group; major species at pH 7.3. It is an amidobenzoate and a monohydroxybenzoate. It derives from a 4-acetamidosalicylic acid. CC(=O)NC1=CC(=C(C=C1)C(=O)O)[O-]